N[C@H]1C(NCC1)=O (3R)-3-Aminopyrrolidin-2-one